(R,7R)-N-((1,2,3,5,6,7-hexahydro-s-indacen-4-yl)carbamoyl)-7-methyl-6,7-dihydro-5H-pyrazolo[5,1-b][1,3]oxazine-3-sulfonimidamide C1CCC2=C(C=3CCCC3C=C12)NC(=O)N[S@](=O)(=N)C=1C=NN2C1OCC[C@H]2C